ClC=1C=C(C=NC1N1N=CC=C1)NC(=O)C=1C=NN(C1C1CC1)C=1C=2C3=C(C(NC3=CC1)=C=O)C=CC2 N-(5-chloro-6-(1H-pyrazol-1-yl)pyridin-3-yl)-5-cyclopropyl-1-(2-carbonyl-1,2-dihydrobenzo[cd]indol-6-yl)-1H-pyrazole-4-carboxamide